1-bromo-5-fluoro-2-iodo-3-methoxy-benzene BrC1=C(C(=CC(=C1)F)OC)I